(4-(cyclopropanecarbonyl)piperazin-1-yl)(4-(4,4-dimethylcyclohex-1-en-1-yl)-6-fluoroquinolin-3-yl)methanone C1(CC1)C(=O)N1CCN(CC1)C(=O)C=1C=NC2=CC=C(C=C2C1C1=CCC(CC1)(C)C)F